methyl-3-[4-(methylsulfonyl)phenyl]-2,3'-bipyridine CC1=C(C(=NC=C1)C=1C=NC=CC1)C1=CC=C(C=C1)S(=O)(=O)C